NC1=C(C=C(C=C1)C=1C=C(C(N(C1)C)=O)C)NCCOCC(F)(F)F 5-(4-amino-3-((2-(2,2,2-trifluoroethoxy)ethyl)amino)phenyl)-1,3-dimethylpyridin-2(1H)-one